5-(cyclopropylmethoxy)-N-[3-(hydroxymethyl)-2-oxopyrrolidin-3-yl]-2-methyl-2H-indazole-3-carboxamide C1(CC1)COC1=CC2=C(N(N=C2C=C1)C)C(=O)NC1(C(NCC1)=O)CO